NC1=C(C=C(N=N1)C1=C(C=CC=C1)O)N1CC2CCC(C1)N2C2=CC(=NC=C2)C#CCN2CC1(C2)S(CCC1CF)(=O)=O 2-[6-amino-5-[8-[2-[3-[8-(fluoromethyl)-5,5-dioxo-5lambda6-thia-2-azaspiro[3.4]octan-2-yl]prop-1-ynyl]-4-pyridyl]-3,8-diazabicyclo[3.2.1]octan-3-yl]pyridazin-3-yl]phenol